6-Iodo-N-(3-methoxy-5-(1-(2-methoxyethyl)-1H-pyrazol-4-yl)phenyl)quinolin-4-amine IC=1C=C2C(=CC=NC2=CC1)NC1=CC(=CC(=C1)C=1C=NN(C1)CCOC)OC